C(C)(C)(C)OC(=O)N1CCN(CC1)C\C(=C(\C)/C1=CC=C(C=C1)Cl)\C (Z)-4-(3-(4-chlorophenyl)-2-methylbut-2-en-1-yl)piperazine-1-carboxylic acid tert-butyl ester